C(C)(=O)OC[C@H]([C@H](COC(C)=O)OC(C)=O)OC(C)=O (2R,3S)-butane-1,2,3,4-tetrayl tetraacetate